(±)-(E)-7-bromo-3-((((S)-4-methyl-5-oxo-2,5-dihydrofuran-2-yl)oxy)methylene)-3,3a,4,8b-tetrahydro-2H-indeno[1,2-b]furan-2-one BrC1=CC=C2CC\3C(OC(/C3=C/O[C@H]3OC(C(=C3)C)=O)=O)C2=C1